N-[5-ethylsulfanyl-6-[3-methyl-6-(trifluoromethyl)imidazo[4,5-c]pyridin-2-yl]-3-pyridinyl]cyclopropane-carboxamide tert-Butyl-3-hydroxy-1,5-diazocane-1-carboxylate C(C)(C)(C)OC(=O)N1CC(CNCCC1)O.C(C)SC=1C=C(C=NC1C1=NC2=C(C=NC(=C2)C(F)(F)F)N1C)NC(=O)C1CC1